C(C)(C)(C)OC(=O)NCCCOC1=C(C=C(C=C1)F)[C@@H]1N(C[C@H](C1)F)C1=NC=2N(C=C1)N=CC2C(=O)O 5-((2R,4S)-2-(2-(3-((tert-butoxycarbonyl)amino)propoxy)-5-fluorophenyl)-4-fluoropyrrolidin-1-yl)pyrazolo[1,5-a]pyrimidine-3-carboxylic acid